Trans-2,2-dichloro-N-(4-chloro-3-(2-(pyridin-2-ylmethylene)hydrazine-1-carbonyl)phenyl)-3-(3,5-dichlorophenyl)cyclopropane-1-carboxamide ClC1([C@H]([C@@H]1C1=CC(=CC(=C1)Cl)Cl)C(=O)NC1=CC(=C(C=C1)Cl)C(=O)NN=CC1=NC=CC=C1)Cl